C1(CCCC1)NC(=O)C1=CC2=C(N=C(S2)C2CCN(CC2)CC)C=C1 N-cyclopentyl-2-(1-ethylpiperidin-4-yl)-benzo[d]thiazole-6-carboxamide